7-Boc-3-bromo-5,6,7,8-tetrahydroimidazo[1,2-a]pyrazine C(=O)(OC(C)(C)C)N1CC=2N(CC1)C(=CN2)Br